O=C(CCOC[C@@H](C)NC1=C(C(NN=C1)=O)C(F)(F)F)N1CCN(CC1)C1=NC=C(C=N1)C(F)(F)F |r| rac-(R)-5-((1-(3-oxo-3-(4-(5-(trifluoromethyl)pyrimidin-2-yl)piperazin-1-yl)propoxy)propan-2-yl)amino)-4-(trifluoromethyl)pyridazin-3(2H)-one